3-[5-[5-[tert-butyl(dimethyl)silyl]oxy-3,3-difluoro-pentoxy]-6-fluoro-1-oxo-isoindolin-2-yl]-1-(2-trimethylsilylethoxymethyl)piperidine-2,6-dione [Si](C)(C)(C(C)(C)C)OCCC(CCOC=1C=C2CN(C(C2=CC1F)=O)C1C(N(C(CC1)=O)COCC[Si](C)(C)C)=O)(F)F